tert-butyl 4-hydroxy-3,3-dimethylpyrrolidine-1-carboxylate OC1C(CN(C1)C(=O)OC(C)(C)C)(C)C